6-chloro-1-methyl-3-(1H-pyrazol-4-yl)-2-(5-(trifluoromethyl)-1H-1,2,4-triazol-3-yl)-1H-pyrrolo[3,2-b]pyridin-5-ol ClC=1C=C2C(=NC1O)C(=C(N2C)C2=NNC(=N2)C(F)(F)F)C=2C=NNC2